COC([C@@H](NC(=O)C=1C(=NC=NC1NC1=CC(=C(C=C1)OC1=CC2=C(N(C=N2)C)C=C1)C)Cl)CO)=O (4-chloro-6-((3-methyl-4-((1-methyl-1H-benzo[d]imidazol-5-yl)oxy)phenyl)amino)pyrimidine-5-carbonyl)serine methyl ester